COC(=O)[C@H]1CC2=C(NC3=CC=CC=C23)[C@@H](N1C(CCl)=O)C1=CC=C(C=C1)C(NCCCC(C1=CC=CC=C1)C1=CC=CC=C1)=O (1S,3R)-2-(2-chloroacetyl)-1-(4-((4,4-diphenylbutyl)carbamoyl)phenyl)-2,3,4,9-tetrahydro-1H-pyrido[3,4-b]indole-3-carboxylic acid methyl ester